FC(C(=O)O)(F)F.C(C)(=O)OC1=C(C2=CC=CC=C2C(=C1)C1=CC=2N=C(N=CC2C(=N1)C)N1C[C@@H](CCC1)O)OC[C@]12CCCN2C[C@@H](C1)F (((2R,7aS)-2-fluorotetrahydro-1H-pyrrolizin-7a(5H)-yl)methoxy)-4-(((R)-3-hydroxypiperidin-1-yl)-5-methylpyrido[4,3-d]pyrimidin-7-yl)naphth-2-yl acetate trifluoroacetate